OC(C)C1=CC(=NC=C1)NC(OC(C)(C)C)=O tert-butyl (4-(1-hydroxyethyl)pyridin-2-yl)carbamate